NC1=NC=C(C2=C1C(=C(N2C)C2=C(C=C(C=C2)NC(C(=C)C)=O)Cl)C2=CC=C(C=C2)OC2=NC(=CC=C2)C)C#N N-(4-(4-amino-7-cyano-1-methyl-3-(4-((6-methylpyridin-2-yl)oxy)phenyl)-1H-pyrrolo[3,2-c]pyridin-2-yl)-3-chlorophenyl)methacrylamide